C12CN(CC(CC1)N2)C=2C1=C(N=C(N2)OC[C@H]2N(CCC2)C)CN(CC1)C1=CC(=CC2=CC=CC(=C12)Br)O 4-(4-(3,8-diazabicyclo[3.2.1]oct-3-yl)-2-(((S)-1-methylpyrrolidin-2-yl)methoxy)-5,8-dihydropyrido[3,4-d]pyrimidin-7(6H)-yl)-5-bromonaphthalen-2-ol